CN(C(=O)CN1CCCCC1)C [(dimethylcarbamoyl)methyl]piperidin